COC=1C=C(C=CC1OC)C=1C(=NN2C1N=C(N=C2NCC2=CC=C(C=C2)NS(=O)(=O)C)C)C N-[4-[[[8-(3,4-dimethoxyphenyl)-2,7-dimethyl-pyrazolo[1,5-a][1,3,5]triazin-4-yl]amino]methyl]phenyl]methanesulfonamide